C(C)(C)(C)OC(=O)N[C@H](C(=O)N[C@H](C(=O)NC=1C=CC(=C(CN(C(OCC#C)=O)C)C1)CCl)CCCNC(=O)N)C(C)C prop-2-yn-1-yl 5-((S)-2-((S)-2-((tert-butoxycarbonyl)amino)-3-methylbutanamido)-5-ureidopentanamido)-2-(chloromethyl)benzyl(methyl)carbamate